N,N'-diisopropyl-imidazolium C(C)(C)N1C=[N+](C=C1)C(C)C